1-(4-(Benzyloxy)-3-nitrophenyl)cyclopentane-1-carbonitrile C(C1=CC=CC=C1)OC1=C(C=C(C=C1)C1(CCCC1)C#N)[N+](=O)[O-]